N-[(6-Amino-2-pyridyl)sulfonyl]-6-(3-fluoro-5-isobutoxyphenyl)-2-tetrahydropyran-4-yloxypyridin-3-carboxamid NC1=CC=CC(=N1)S(=O)(=O)NC(=O)C=1C(=NC(=CC1)C1=CC(=CC(=C1)OCC(C)C)F)OC1CCOCC1